ClC=1C2=CN(N=C2C=C(C1)C1=CC(=C(C=C1)N1CCN(CC1)CC)Cl)C(C(=O)NC=1SC=CN1)C1=C2N(C=N1)CCC2 2-(4-Chloro-6-(3-chloro-4-(4-ethylpiperazin-1-yl)phenyl)-2H-indazol-2-yl)-2-(6,7-dihydro-5H-pyrrolo[1,2-c]imidazol-1-yl)-N-(thiazol-2-yl)acetamide